S1C(=CC=C1)P(=O)(CC(=O)C1=CC=CC=C1)C=1SC=CC1 2-(Di(thiophen-2-yl)phosphinyl)-1-phenylethan-1-one